C(C1=CC=CC=C1)(C1=CC=CC=C1)(C1=CC=CC=C1)C1(CC(CC1)N)N tritylcyclopentane-1,3-diamine